C(C1=CC=CC=C1)OC(=O)C1=CC=C(S1)C1=C(C(=NC(=C1C(=O)OCC)[C@H](C(C)C)NC(=O)OC(C)(C)C)CCC1=CC=C(C=C1)F)C=1OC(=NN1)C ethyl (S)-4-(5-((benzyloxy)carbonyl)thiophen-2-yl)-2-(1-((tert-butoxycarbonyl)amino)-2-methylpropyl)-6-(4-fluorophenethyl)-5-(5-methyl-1,3,4-oxadiazol-2-yl)nicotinate